(S)-5-chloro-4-(cyclopentylmethoxy)-2-fluoro-N-((2-methylpyrrolidin-1-yl)sulfonyl)-benzamide ClC=1C(=CC(=C(C(=O)NS(=O)(=O)N2[C@H](CCC2)C)C1)F)OCC1CCCC1